C(C)[C@@]1(COCC2=C1NC(C1=C2C=C(S1)C=1C=NNC1)=O)O (R)-4-ethyl-4-hydroxy-8-(1H-pyrazol-4-yl)-1,3,4,5-tetrahydro-6H-pyrano[4,3-b]thieno[3,2-d]pyridin-6-one